FC1=C(C=CC=C1C(F)(F)F)[C@@H](C)NC=1C2=C(N=C(N1)C)N=C(C(=C2)N2CCNCC2)OC (R)-N-(1-(2-fluoro-3-(trifluoromethyl)phenyl)ethyl)-7-methoxy-2-methyl-6-(piperazin-1-yl)pyrido[2,3-d]pyrimidin-4-amine